COC=1C=CC=2C=3N(C(=NC2C1)NC=1C(N=CC=NC1)=O)N=C(N3)C3=CC=C(C=C3)OC (6R)-6-{[8-methoxy-2-(4-methoxyphenyl)[1,2,4]triazolo[1,5-c]quinazolin-5-yl]amino}-1,4-diazepin-5-one